FC(C1=NC(=NO1)C=1C=NC(=NC1)N)(F)F 5-[5-(trifluoromethyl)-1,2,4-oxadiazol-3-yl]pyrimidin-2-amine